2-(2-(2-(2-chloroacetylamino)ethoxy)acetamido)-6,15-dioxo-8,11-dioxa-5,14-diaza-nonadecanedioic acid ClCC(=O)NCCOCC(=O)NC(C(=O)O)CCNC(COCCOCCNC(CCCC(=O)O)=O)=O